6-amino-9-(4-((1'-(2-(aminooxy)acetyl)-4,4'-bipiperidin-1-yl)methyl)benzyl)-2-butoxy-7H-purin-8(9H)-one NC1=C2NC(N(C2=NC(=N1)OCCCC)CC1=CC=C(C=C1)CN1CCC(CC1)C1CCN(CC1)C(CON)=O)=O